(1s,4s)-4-((2-Chloro-5-(5-((1-methylpiperidin-4-yl)oxy)pyrazin-2-yl)pyridin-4-yl)amino)-1-methylcyclohexan-1-ol ClC1=NC=C(C(=C1)NC1CCC(CC1)(O)C)C1=NC=C(N=C1)OC1CCN(CC1)C